ethyl 4-chloro-7-methoxy-1,6-naphthyridine-3-carboxylate ClC1=C(C=NC2=CC(=NC=C12)OC)C(=O)OCC